N1(CCOCC1)C=1C2=C(N=CN1)N(C(=C2)C2=CC=C(C=C2)NS(=O)(=O)C2CCN(CC2)C2CCN(CC2)C(=O)OC(C)(C)C)COCC[Si](C)(C)C tert-butyl 4-({4-[4-(morpholin-4-yl)-7-{[2-(trimethylsilyl)ethoxy]methyl}-7H-pyrrolo[2,3-d]pyrimidin-6-yl]phenyl} sulfamoyl)-[1,4'-bipiperidine]-1'-carboxylate